[O+]1=CC=C1 oxetium